O=C1N(C(C2=CC=CC=C12)=O)CCOCCOCCOCCC(=O)Cl 3-(2-(2-(2-(1,3-dioxoisoindolin-2-yl)ethoxy)ethoxy)ethoxy)propanoyl Chloride